ClC=1C=CC(=NC1)CN1N=C2N([C@H](C[C@H](C2)C(F)(F)F)C(=O)N2CC(CC2)(F)F)C1=O |r| (5RS,7RS)-2-[(5-chloropyridin-2-yl)methyl]-5-[(3,3-difluoropyrrolidin-1-yl)carbonyl]-7-(trifluoromethyl)-5,6,7,8-tetrahydro[1,2,4]triazolo[4,3-a]pyridin-3(2H)-one